(1R,2S,5R)-6-benzyl-2-(hydroxymethyl)-3,6-diazabicyclo[3.2.2]nonane-3-carboxylic acid tert-butyl ester C(C)(C)(C)OC(=O)N1[C@@H]([C@H]2CN([C@@H](C1)CC2)CC2=CC=CC=C2)CO